4-{[(2S)-2-{4-[5-chloro-2-(4-chloro-1H-1,2,3-triazol-1-yl)phenyl]-5-methoxy-2-oxopyridin-1(2H)-yl}propionyl]amino}-2-fluorobenzamide ClC=1C=CC(=C(C1)C1=CC(N(C=C1OC)[C@H](C(=O)NC1=CC(=C(C(=O)N)C=C1)F)C)=O)N1N=NC(=C1)Cl